5-(4-(4-(N-(cyanomethyl)methylsulfonamido)phenyl)pyrimidin-2-ylamino)-N-(2-(dimethylamino)ethyl)-2-morpholino-benzamide C(#N)CN(S(=O)(=O)C)C1=CC=C(C=C1)C1=NC(=NC=C1)NC=1C=CC(=C(C(=O)NCCN(C)C)C1)N1CCOCC1